3,5-dichlorobenzyl-4-(3-((1H-1,2,3-triazol-5-yl)methoxy)phenyl)-[1,4'-bipiperidine] ClC=1C=C(CC2N(CCC(C2)C2=CC(=CC=C2)OCC2=CN=NN2)C2CCNCC2)C=C(C1)Cl